glycerol monobutyrate C(CCC)(=O)OCC(O)CO